C(C1=CC=CC=C1)N1C([C@H](O[C@H]([C@H]1CO[Si](C1=CC=CC=C1)(C1=CC=CC=C1)C(C)(C)C)C)C)=O (2R,5R,6S)-4-benzyl-5-(((tert-butyldiphenylsilyl)oxy)methyl)-2,6-dimethylmorpholin-3-one